n-tridecyl-cyclooctane C(CCCCCCCCCCCC)C1CCCCCCC1